FC1=CC=C(C=C1)C1=NN(C(=C1C)C)C=O 3-(4-fluorophenyl)-4,5-dimethyl-1H-pyrazol-1-ylmethanone